6-(2-(3'-(tert-butyl)-[1,1'-biphenyl]-3-yl)acetyl)-2-(1-(3-chlorophenyl)cyclopropyl)-3,5,6,7,8,9-hexahydro-4H-pyrimido[5,4-c]azepin-4-one C(C)(C)(C)C=1C=C(C=CC1)C1=CC(=CC=C1)CC(=O)N1CC2=C(CCC1)N=C(NC2=O)C2(CC2)C2=CC(=CC=C2)Cl